C(C)(C)(C)C1=CC=C(C=C1)C(C=CC1=CC=C(OCC(=O)O)C=C1)=O 2-[4-[3-(4-Tert-butylphenyl)-3-oxoprop-1-enyl]phenoxy]acetic acid